C(C)NC(=O)NC1=NC=C(C=C1)CN1CCN(CC1)C=1C(=NC(=CC1)N1N=CC=C1)C([2H])([2H])[2H] 1-ethyl-3-(5-((4-(2-(methyl-d3)-6-(1H-pyrazol-1-yl)pyridin-3-yl)piperazin-1-yl)methyl)pyridin-2-yl)urea